CC=1C=C(C=CC1OC1=CC=2N(C=C1)N=CN2)NC=2C1=C(N=CN2)C=CC(=N1)N[C@H]1CN(CCC1)C(=O)OC(C)(C)C tert-butyl (3R)-3-({4-[(3-methyl-4-{[1,2,4]triazolo[1,5-a]pyridin-7-yloxy}phenyl)amino]pyrido[3,2-d]pyrimidin-6-yl}amino)piperidine-1-carboxylate